di-(1H-imidazol-1-yl)methanone N1(C=NC=C1)C(=O)N1C=NC=C1